C(C)(C)N1N=CC=C1C(F)(F)F 1-isopropyl-5-(trifluoromethyl)-1H-pyrazole